4,5-dihydro-2,4-dimethyl-1H-imidazole CC=1NCC(N1)C